7-((2-((4-(2-(diethylamino)ethoxy)phenyl)amino)-5-(trifluoromethyl)pyrimidin-4-yl)amino)isoindolin-1-one C(C)N(CCOC1=CC=C(C=C1)NC1=NC=C(C(=N1)NC=1C=CC=C2CNC(C12)=O)C(F)(F)F)CC